N-(5-(3,5-difluorobenzyl)-1H-indazol-3-yl)-4-(4-(3-((3-(2,6-dioxopiperidin-3-yl)-1-methyl-1H-indazol-7-yl)amino)propyl)piperazin-1-yl)-2-((tetrahydro-2H-pyran-4-yl)amino)benzamide FC=1C=C(CC=2C=C3C(=NNC3=CC2)NC(C2=C(C=C(C=C2)N2CCN(CC2)CCCNC=2C=CC=C3C(=NN(C23)C)C2C(NC(CC2)=O)=O)NC2CCOCC2)=O)C=C(C1)F